tert-butyl 4-((2-bromo-4-(methylamino)-5-nitrophenoxy)methyl)-3,6-dihydropyridine-1(2H)-carboxylate BrC1=C(OCC=2CCN(CC2)C(=O)OC(C)(C)C)C=C(C(=C1)NC)[N+](=O)[O-]